1-Ethyl-5-(2-methoxyphenyl)-3,3,7-trimethyloctahydrobenzo[c]isoxazol C(C)N1OC(C2C1C(CC(C2)C2=C(C=CC=C2)OC)C)(C)C